CC=1C(=CC2=C(N(C(N2)=O)[C@H]2CN(CCC2)CC2CCOCC2)C1)C=1C=C(C=2N(C1)N=CN2)C (R)-6-Methyl-5-(8-methyl-[1,2,4]triazolo[1,5-a]pyridin-6-yl)-1-(1-((tetrahydro-2H-pyran-4-yl)methyl)piperidin-3-yl)-1,3-dihydro-2H-benzo[d]imidazol-2-on